benzyl ((5-(4-bromo-1-(2,2,2-trifluoroethyl)-1H-indol-2-yl)-1,3,4-thiadiazol-2-yl)methyl)(methyl)carbamate BrC1=C2C=C(N(C2=CC=C1)CC(F)(F)F)C1=NN=C(S1)CN(C(OCC1=CC=CC=C1)=O)C